3-bromo-2-bromo-methyl-1-propene BrCC(=CC)Br